BrC1=CC(=C(C(=C1)C)NC(=O)C1CCCCC1)C Cyclohexanecarboxylic acid (4-bromo-2,6-dimethyl-phenyl)-amide